5-chloro-2-(((3R,4S)-4-((4-chlorophenyl)sulfonyl)-3-hydroxy-3-(hydroxymethyl)pyrrolidin-1-yl)sulfonyl)benzonitrile ClC=1C=CC(=C(C#N)C1)S(=O)(=O)N1C[C@]([C@H](C1)S(=O)(=O)C1=CC=C(C=C1)Cl)(CO)O